5-(3-cyano-1-isopropyl-indol-5-yl)pyrazine-2-carboxylic acid C(#N)C1=CN(C2=CC=C(C=C12)C=1N=CC(=NC1)C(=O)O)C(C)C